tert-butyl ((1R,3S)-3-(7-oxo-7,8-dihydro-[1,2,4]triazolo[4,3-a]pyridin-3-yl)cyclohexyl)carbamate O=C1CC=2N(C=C1)C(=NN2)[C@@H]2C[C@@H](CCC2)NC(OC(C)(C)C)=O